Cl.N1CC(C1)OC=1C=C2C=NN(C2=CC1)C 5-(azetidin-3-yloxy)-1-methyl-1H-indazole hydrochloride